2,3,4,6-tetraacetylbromoglucose C(C)(=O)[C@@](C(=O)Br)(O)[C@@](O)([C@](O)([C@H](O)C(O)C(C)=O)C(C)=O)C(C)=O